[N+](=O)([O-])C1=C(N)C=C(C=C1)SC1=CC=C(C=C1)C1=CSC=C1 2-nitro-5-((4-(thiophen-3-yl)phenyl)thio)aniline